N-Propargyl-Acrylamide lithium aluminum calcium silicon [Si].[Ca].[Al].[Li].C(C#C)NC(C=C)=O